4-(5-(3-phenyl-1,2,4-thiadiazol-5-yl)-2-(pyridin-4-yl)pyrazolo[1,5-a]pyrimidin-7-yl)morpholine C1(=CC=CC=C1)C1=NSC(=N1)C1=NC=2N(C(=C1)N1CCOCC1)N=C(C2)C2=CC=NC=C2